(S)-3-({3-[3-(4-Trifluoromethoxybenzyl)-3H-imidazo[4,5-b]pyridin-2-yl]-propionylamino}-methyl)-piperidin FC(OC1=CC=C(CN2C(=NC=3C2=NC=CC3)CCC(=O)NC[C@@H]3CNCCC3)C=C1)(F)F